CC=1C(=NC=CC1)C(F)(F)F 3-methyl-2-(trifluoromethyl)pyridine